FC=1C=C(C=CC1)N1N=C(C=C(C1=O)C(=O)N[C@@H]1COC[C@H]1O)C1=CC=C(C=C1)N1CCOCC1 2-(3-fluorophenyl)-N-[(trans)-4-hydroxytetrahydrofuran-3-yl]-6-[4-(morpholin-4-yl)phenyl]-3-oxo-2,3-dihydropyridazine-4-carboxamide